Cl.C(C)OC1=C(C=CC(=N1)N1CCN(CC1)C(=O)OC)C(NC[C@H]([C@H]1NCC2=CC(=CC=C2C1)O)O)=O methyl 4-(6-ethoxy-5-(((R)-2-hydroxy-2-((S)-7-hydroxy-1,2,3,4-tetrahydroisoquinolin-3-yl)ethyl)carbamoyl)pyridin-2-yl)piperazine-1-carboxylate Hydrogen chloride